(5-aminoimidazo[1,2-c]quinazolin-2-yl)(4-(2,4-difluorophenyl)piperazin-1-yl)methanone NC1=NC=2C=CC=CC2C=2N1C=C(N2)C(=O)N2CCN(CC2)C2=C(C=C(C=C2)F)F